C1(CC1)C([C@@H](C(=O)NC=1C=NN(C1)CC=1C(=NC=C(C1)F)OC)NC(=O)C=1N(N=CC1)C(C)C)C1CC1 N-[(1S)-1-(dicyclopropylmethyl)-2-[[1-[(5-fluoro-2-methoxy-3-pyridyl)methyl]pyrazol-4-yl]amino]-2-oxo-ethyl]-2-isopropyl-pyrazole-3-carboxamide